(R)-4-((1-(3-(1,1-difluoro-2-hydroxyethyl)-2-fluorophenyl)ethyl)amino)-8-ethyl-2,6,6-trimethyl-6,8-dihydro-7H-pyrrolo[3,2-g]quinazolin-7-one FC(CO)(F)C=1C(=C(C=CC1)[C@@H](C)NC1=NC(=NC2=CC3=C(C=C12)C(C(N3CC)=O)(C)C)C)F